C1(=CC=CC=2SC3=C(C21)C=CC=C3)N dibenzothiophene-amine